C(C)SC(NCCC[Si](OC)(OC)C)(N(CC)CC)CCC[Si](OC)(OC)C methyldimethoxysilylpropyl(diethylamino)(methyldimethoxysilylpropylamino)methyl ethyl sulfide